Cl.C12N(CC(NC1)C2)CCCN2CCC(CC2)N2N=CC(=C2)C2=CN=C(C(=N2)C(=O)O[C@@H](C(=O)NC2=CC=C(C=C2)F)C2=CC=CC=C2)N (R)-2-((4-fluorophenyl)amino)-2-oxo-1-phenylethyl 6-(1-(1-(3-(2,5-diazabicyclo[2.2.1]heptan-2-yl) propyl)piperidin-4-yl)-1H-pyrazol-4-yl)-3-aminopyrazine-2-carboxylate hydrochloride